7,8,9,10-tetrahydro-6,10-methylenepyrimido[1,6-a][1,4]diazocine-1,3(2H,5H)-dione C1N2CC=3N(C1CCC2)C(NC(C3)=O)=O